COC(C1=C(C=C(C=C1)NC(=O)C=1N(C(=CN1)C=1C(=NN(C1)C1=NC=C(C=C1)N)C(F)(F)F)C)Cl)=O 4-[[5-[1-(5-amino-2-pyridyl)-3-(trifluoromethyl)pyrazol-4-yl]-1-methyl-imidazole-2-carbonyl]amino]-2-chloro-benzoic acid methyl ester